N-(2,6-dichloro-3,5-dimethoxy-phenyl)-3-(6-methanesulfonylpyrimidin-4-yl)pyridin-2-amine ClC1=C(C(=C(C=C1OC)OC)Cl)NC1=NC=CC=C1C1=NC=NC(=C1)S(=O)(=O)C